3-Methyl-5-(2,6,6-trimethyl-4-oxocyclohex-2-enyl)pent-2-enoic acid CC(=CC(=O)O)CCC1C(=CC(CC1(C)C)=O)C